C(C)ONC(C1=CN=C(C=C1NC1=C(C(=CC=C1)C1=NC=C(C=N1)F)OC)NC1=NC=CC=N1)=O N-ethoxy-4-((3-(5-fluoro-pyrimidin-2-yl)-2-methoxyphenyl)amino)-6-(pyrimidin-2-yl-amino)nicotinamide